C(N)(=O)C1=CC=C(C2=CN(N=C12)C)N1CC(CC1)N(C(OC(C)(C)C)=O)C tert-butyl N-[1-(7-carbamoyl-2-methylindazol-4-yl)pyrrolidin-3-yl]-N-methylcarbamate